ClC1=C(C=CC=C1)C1=CC(=C(C(=C1)F)F)F 2'-chloro-3,4,5-trifluorobiphenyl